C(=O)[O-].FC(OC1=CC=C(C=C1)C1=CN=C2N1C=CN=C2NC2=CC(=C(C(=O)N1CCC(CC1)CC[N+](C)(C)C)C=C2)C)F 2-(1-(4-((3-(4-(Difluoromethoxy)phenyl)imidazo[1,2-a]pyrazin-8-yl)amino)-2-methylbenzoyl)piperidin-4-yl)-N,N,N-trimethylethanaminium formate